C(C)OC(CC(C=1C=C(C2=C(C=CS2)C1)CO)C1=C(C2=C(N(N=N2)C)C(=C1)C#N)C)=O.FC1=CC=C(C=C1)C1=CC=C(C=C1)C(C1=CC=C(N)C=C1)OC 4-((4'-fluoro-[1,1'-biphenyl]-4-yl)(methoxy)methyl)aniline ethyl-3-(7-cyano-1,4-dimethyl-1H-benzotriazol-5-yl)-3-[7-(hydroxymethyl)-1-benzothiophen-5-yl]propanoate